2-methyl-5-(6-(2-(2-(trifluoromethyl)pyridin-4-yl)-2,6-diazaspiro[3.4]octan-6-yl)pyrazin-2-yl)-1,3,4-thiadiazole CC=1SC(=NN1)C1=NC(=CN=C1)N1CC2(CN(C2)C2=CC(=NC=C2)C(F)(F)F)CC1